5-bromo-2-methoxy-benzenesulfonyl chloride BrC=1C=CC(=C(C1)S(=O)(=O)Cl)OC